ethyl (2-toluoyl) sulfide C=1(C(=CC=CC1)C(=O)SCC)C